2-bromoethyl(trimethyl)ammonium bromide [Br-].BrCC[N+](C)(C)C